CC1(OB(OC1(C)C)C=1C(=NN(C1)CC1=CC=C(C=C1)C(F)(F)F)C(F)(F)F)C 4,4,5,5-Tetramethyl-2-[3-(trifluoromethyl)-1-{[p-(trifluoromethyl)phenyl]methyl}-1H-pyrazol-4-yl]-1,3,2-dioxaborolane